2-(p-diethylaminophenyl)benzoxazole C(C)N(C1=CC=C(C=C1)C=1OC2=C(N1)C=CC=C2)CC